CC1=C(N=C(C=2N1C=CN2)N2[C@H](CC2)C)C=2N=CN(C2)C2CN(C2)C(=O)OC(C)(C)C tert-butyl 3-[4-[5-methyl-8-[(2S)-2-methylazetidin-1-yl]imidazo[1,2-a]pyrazin-6-yl]imidazol-1-yl]azetidine-1-carboxylate